Cl.FC(C(C)(C)OC)(F)C=1C(=C(C=CC1)[C@@H](C)N)F (R)-1-(3-(1,1-difluoro-2-methoxy-2-methylpropyl)-2-fluorophenyl)ethan-1-amine hydrochloride